C1(=CC=C(C=C1)CN1N=CC2=C(C=CC(=C12)C(=O)NC1CC2(CC(C2)CC(=O)O)C1)Cl)C1=CC=CC=C1 (Ra)-2-(6-(1-([1,1'-Biphenyl]-4-ylmethyl)-4-chloro-1H-indazole-7-carboxamido)spiro[3.3]heptan-2-yl)acetic acid